4-((S*)-1-((3R,7R)-2-(3,4-dichlorobenzoyl)-3,7-dimethyl-10-oxo-1,3,4,7,8,10-hexahydropyrido[4',3':3,4]pyrazolo[1,5-a]pyrazin-9(2H)-yl)ethyl)benzonitrile ClC=1C=C(C(=O)N2CC=3C(=NN4C3C(N(C[C@H]4C)[C@@H](C)C4=CC=C(C#N)C=C4)=O)C[C@H]2C)C=CC1Cl |o1:18|